1,3-dibutyronyloxy-2-methylenepropane C(CCC(=O)CCC)OCC(COCCCC(=O)CCC)=C